2-(((2-(trifluoromethyl)phenyl)methyl)sulfonamido)propanoic acid FC(C1=C(C=CC=C1)CS(=O)(=O)NC(C(=O)O)C)(F)F